CN([C@@H]1C(C[C@H](CC1)NC1=NC2=C(C=C(C=C2C=N1)C=1C=CC(=NC1C)NS(=O)(=O)CCC(C)(F)F)C(C)C)F)C N-(5-(2-(((1S,4S)-4-(dimethylamino)-3-fluorocyclohexyl)amino)-8-isopropyl-quinazolin-6-yl)-6-methylpyridin-2-yl)-3,3-difluorobutane-1-sulfonamide